C1(C=CC=C1)[Nd]C1C=CC=C1 dicyclopentadienylneodymium